(R)-(4-chlorophenyl)(8-methyl-3-(3-(methyl-d3)-1,2,4-thiadiazol-5-yl)-5,6-dihydro-[1,2,4]triazolo[4,3-a]pyrazin-7(8H)-yl)methanone ClC1=CC=C(C=C1)C(=O)N1[C@@H](C=2N(CC1)C(=NN2)C2=NC(=NS2)C([2H])([2H])[2H])C